FC(C=1OC(=NN1)C=1C=NC(=CC1)CN1N=NC(=C1)C1=CC=C(C=C1)F)F 2-(difluoromethyl)-5-(6-((4-(4-fluorophenyl)-1H-1,2,3-triazol-1-yl)methyl)pyridin-3-yl)-1,3,4-oxadiazole